4,4'-p-tolylmethylenebis(1-(4-(2-hydroxyphenyl)thiazol-2-yl)-3-methylpyrazol-5-ol) C1(=CC=C(C=C1)C(C=1C(=NN(C1O)C=1SC=C(N1)C1=C(C=CC=C1)O)C)C=1C(=NN(C1O)C=1SC=C(N1)C1=C(C=CC=C1)O)C)C